O[C@@H]1[C@H](N(CC1)C1=NC(=CC(=C1)C(F)(F)F)C)C(=O)N(C=1C=C(C=CC1)C)C (2S,3S)-3-hydroxy-N-methyl-1-[6-methyl-4-(trifluoromethyl)-2-pyridyl]-N-(m-tolyl)pyrrolidine-2-carboxamide